BrC=1C=C(C=C(C1)F)/C(=C/C(=O)O)/C (E)-3-(3-bromo-5-fluorophenyl)but-2-enoic acid